hexaanimine platinum (IV) [Pt+4].C(CCCCC)=N